[Si](C)(C)(C(C)(C)C)OCC(C(=O)SCCOP(=O)(OCCSC(C(CO[Si](C)(C)C(C)(C)C)(C)C)=O)CC1=CC2=C(SC(=C2)C(=O)OC2=C(C(=C(C(=C2F)F)F)F)F)C=C1)(C)C perfluorophenyl 5-((bis(2-((3-((tert-butyldimethylsilyl)oxy)-2,2-dimethylpropanoyl)thio)ethoxy)phosphoryl)methyl)benzo[b]thiophene-2-carboxylate